N1(CCC1)CC1(CC1)NC(C(C)C1=C(C=CC=C1Cl)Cl)=O N-(1-(azetidin-1-ylmethyl)cyclopropyl)-2-(2,6-dichlorophenyl)propanamide